NC=1C=C(C=CC1)C(=O)C=1C=C2N=C(C=NC2=CC1)N1CCOCC1 (3-aminophenyl)(3-morpholinoquinoxalin-6-yl)methanone